(pyridin-2-yl)pyridin-2-thioamide phosphate P(=O)(O)(O)O.N1=C(C=CC=C1)C=1C(=NC=CC1)C(N)=S